O[C@@H]1CN(C[C@@H]([C@H]1O)CO)C=O ((3R,4R,5R)-3,4-dihydroxy-5-(hydroxymethyl)piperidin-1-yl)methanone